2-(9-(6-Amino-4-methyl-3-(trifluoromethyl)pyridin-2-yl)-8-chloro-10-fluoro-4-methyl-5,6-dihydro-4H-[1,4]oxazepino[5,6,7-de]quinazolin-5-yl)acetonitrile NC1=CC(=C(C(=N1)C=1C(=C2C=3C(=NC=NC3C1F)N(C(CO2)CC#N)C)Cl)C(F)(F)F)C